2-methyl-5-{2-[4-(1-methyl-1H-indazol-3-yl)-piperidin-1-yl]-ethyl}-6,7-dihydro-5H-pyrazolo[1,5-a]pyrazin-4-one CC1=NN2C(C(N(CC2)CCN2CCC(CC2)C2=NN(C3=CC=CC=C23)C)=O)=C1